BrC=1C=CC(=C(C1)S(=O)(=O)Cl)C 5-bromo-2-methylbenzene-1-sulfonyl chloride